4-Methyl-2,5-dimethoxyphenethylamine CC1=CC(=C(CCN)C=C1OC)OC